2'-(7,7-Dimethyl-spiro[furo[3,4-b]pyridine-5,4'-piperidine]-1'-yl)spiro[indene-2,5'-oxazol]-4'-one CC1(OC2(CCN(CC2)C=2OC3(C(N2)=O)C=C2C=CC=CC2=C3)C=3C1=NC=CC3)C